C1(CCCCC1)CCC1=NN2C(=NC=3C(=C2)N=NN3)S1 6-(2-Cyclohexylethyl)-[1,3,4]thiadiazolo[3,2-a]-1,2,3-triazolo[4,5-d]pyrimidin